(R)-2-((S)-2-((tert-Butoxycarbonyl)(methyl)amino)-N,4-dimethylvaleramido)-4,4-difluorobutyric acid C(C)(C)(C)OC(=O)N([C@H](C(=O)N(C)[C@@H](C(=O)O)CC(F)F)CC(C)C)C